ethyl 4-(4-methoxyphenyl)-3-methyl-butanoate COC1=CC=C(C=C1)CC(CC(=O)OCC)C